tert-butyl 2-[7-[4-fluoro-2-[(2-oxo-4-piperidinyl) methoxy] phenyl]-4-(1-methylpyrazol-4-yl) thieno[3,2-c]pyridin-6-yl]-6,7-dihydro-4H-thiazolo[5,4-c]pyridine-5-carboxylate FC1=CC(=C(C=C1)C=1C2=C(C(=NC1C=1SC=3CN(CCC3N1)C(=O)OC(C)(C)C)C=1C=NN(C1)C)C=CS2)OCC2CC(NCC2)=O